FC(C1=CC=C(C=C1)C1=CC=2NC3=CC(=CC=C3C2C=C1)C1=CC=C(C=C1)C(F)(F)F)(F)F 2,7-bis(4-trifluoromethylphenyl)-9H-carbazole